FC1=CC=C2C=C(CN(C2=C1)S(=O)(=O)C1=CC=C(C)C=C1)C1=CC=CC=C1 7-fluoro-3-phenyl-1-tosyl-1,2-dihydroquinoline